6,7-dimethyl-8-ribosyl-2,4-dioxotetrahydropteridine CC1NC2C(NC(NC2N(C1C)C1[C@H](O)[C@H](O)[C@H](O1)CO)=O)=O